(S)-N-(4-((2-oxabicyclo[2.1.1]hexan-1-yl)methoxy)-2,3-difluorophenyl)-6-(pyrrolidin-3-yloxy)pyrido[3,2-d]pyrimidin-4-amine C12(OCC(C1)C2)COC2=C(C(=C(C=C2)NC=2C1=C(N=CN2)C=CC(=N1)O[C@@H]1CNCC1)F)F